ClC1=CC=C(C=N1)NC(=O)NC1CN(C(C1)=O)C1=CC=CC=C1 1-(6-chloropyridin-3-yl)-3-(5-oxo-1-phenylpyrrolidin-3-yl)urea